COC=1C=C2C(=NC=NC2=CC1OC)C#CC=1C=C(C=NC1)S(=O)(=O)N 5-((6,7-dimethoxyquinazolin-4-yl)ethynyl)pyridine-3-sulfonamide